CC=1N(C(=CC1)C)C1=CC(=CC(=N1)CCC=1C=C(C=C(C1)F)C#CCN(C(OC(C)(C)C)=O)C)C tert-butyl (3-(3-(2-(6-(2,5-dimethyl-1H-pyrrol-1-yl)-4-methylpyridin-2-yl)ethyl)-5-fluorophenyl)prop-2-yn-1-yl)(methyl)carbamate